CN(C)CC1=C(C=CC(=N1)NC(OC(C)(C)C)=O)C1(CCC1)O tert-butyl (6-((dimethylamino)methyl)-5-(1-hydroxycyclobutyl)pyridin-2-yl)carbamate